COC1=CC=C(CN2C=C3C(C=4C=CC=NC24)=CCN(C3)CC3=CC(=CC=C3)C#N)C=C1 6-(4-methoxybenzyl)-3-(3-cyanobenzyl)-2,3,4,6-tetrahydropyrido[3,4-c][1,8]naphthyridine